N-(2,4,5-trifluoro-3-(3-morpholinoquinoxaline-6-carbonyl)phenyl)-3-(trifluoromethyl)benzamide FC1=C(C=C(C(=C1C(=O)C=1C=C2N=C(C=NC2=CC1)N1CCOCC1)F)F)NC(C1=CC(=CC=C1)C(F)(F)F)=O